ClC1=CC=C(C=C1)C1CC(C(C(C1)=O)(C)C)O (-)-5-(4-Chlorophenyl)-3-hydroxy-2,2-dimethylcyclohexan-1-one